C1(CC1)C1=CC=2C(=NC=C(N2)CNC(COC2=NC(=NC(=C2)C2=C(C=CC=C2C)C)NS(=O)(=O)C=2C=C(C(=O)O)C=CC2)CC2CC(C2)(C)C)O1 3-[[4-[2-[(6-Cyclopropylfuro[2,3-b]pyrazin-2-yl)methylamino]-3-(3,3-dimethylcyclobutyl)propoxy]-6-(2,6-dimethylphenyl)pyrimidin-2-yl]sulfamoyl]benzoic acid